FC=1C(=NC(=NC1)NC1CC(N(CC1)C(=O)OC(C)(C)C)C)C1=C(N=C(S1)COS(=O)(=O)C)C(F)(F)F tert-butyl 4-((5-fluoro-4-(2-(((methylsulfonyl) oxy) methyl)-4-(trifluoromethyl) thiazol-5-yl) pyrimidin-2-yl) amino)-2-methylpiperidine-1-carboxylate